S1(=O)(=O)OC1 methanosulfonic acid